3-(dimethylamino)-4-methoxycarbonyl-benzoic acid CN(C=1C=C(C(=O)O)C=CC1C(=O)OC)C